N-(2-(anti-4,4-difluoro-2-(methyl-d3)cyclohexyl)-4-(2,5-difluorophenyl)pyridin-3-yl)-2-methoxypyrimidine-5-carboxamide FC1(CC(C(CC1)C1=NC=CC(=C1NC(=O)C=1C=NC(=NC1)OC)C1=C(C=CC(=C1)F)F)C([2H])([2H])[2H])F